SC1=NC(=NC(=N1)S)O 4,6-dimercapto-1,3,5-triazin-2-ol